N(N)C(=O)C1=CC=C(CN(S(=O)(=O)CCN2C[C@@H](N([C@@H](C2)C)C)C)C2=CC=CC=C2)C=C1 N-(4-(hydrazinecarbonyl)benzyl)-N-phenyl-2-((3S,5R)-3,4,5-trimethylpiperazin-1-yl)ethane-1-sulfonamide